1-indenone oxime C1(C=CC2=CC=CC=C12)=NO